C(=C)C1=C(C=CC=C1)[Mg]Cl 2-vinylphenyl-magnesium chloride